C(C1=CC=CC=C1)C1C(CC(CCNNNC1)=O)=O 9-benzyl-triazacyclodecane-6,8-dione